rac-(3aR,8aS)-3-(7,8-dihydrofuro[3,2-e][1,3]benzothiazol-2-yl)-5-(2-propyn-1-yl)octahydroimidazo[4,5-c]azepin-2(1H)-one N1=C(SC2=C1C1=C(C=C2)OCC1)N1C(N[C@@H]2[C@H]1CN(CCC2)CC#C)=O |r|